1,4-diphenyl-1,4-dichlorobutane C1(=CC=CC=C1)C(CCC(Cl)C1=CC=CC=C1)Cl